FC=1C=C(C=CC1N1CCN(CC1)CC(C)C)C1=CC2=C(C(=N1)C)C=C(N2C)C2=CC=C(C=C2)S(=O)(=O)C 6-(3-fluoro-4-(4-isobutylpiperazin-1-yl)phenyl)-1,4-dimethyl-2-(4-(methylsulfonyl)phenyl)-1H-pyrrolo[3,2-c]pyridine